FC=1C=C2C(N(NC2=C(C1)OCC1=CC=C(C=C1)CN1CCN(CC1)C1=CC=C(C=C1)C(F)(F)F)C1C(NC(CC1)=O)=O)=O 3-(5-fluoro-3-oxo-7-((4-((4-(4-(trifluoromethyl)phenyl)piperazin-1-yl)methyl)benzyl)oxy)-1,3-dihydro-2H-indazol-2-yl)piperidine-2,6-dione